[Si].[Ni].[W].[Cr].[Co] cobalt-chromium-tungsten-nickel-silicon